C(C)OC1=C(NC2=NC=C3N(C(C=4OC=CC4N(C3=C2)C)=O)C)C=CC(=C1)C(=O)N1CC(CC1)N1CCCC1 13-[2-Ethoxy-4-(3-pyrrolidin-1-ylpyrrolidine-1-carbonyl)anilino]-2,9-dimethyl-6-oxa-2,9,12-triazatricyclo[8.4.0.03,7]tetradeca-1(14),3(7),4,10,12-pentaen-8-one